3,3-dimethoxy-1-{[(propan-2-yl)oxy]carbonyl}cyclobutane-1-carboxylic acid COC1(CC(C1)(C(=O)O)C(=O)OC(C)C)OC